O1C(=CC=C1)C(=O)NC1=CC=C2C(=N1)C(=CN2)C2CCN(CC2)CC(C)(C)C 5-(2-furoyl)amino-3-(1-neopentylpiperidin-4-yl)-pyrrolo[3,2-b]pyridine